CC1=C(N=C(S1)C1CCN(CC1)C)NC1=NC=C(C(=N1)NCCCN1CCOCCC1=O)C(F)(F)F 4-(3-((2-((5-methyl-2-(1-methylpiperidin-4-yl)thiazol-4-yl)amino)-5-(trifluoromethyl)pyrimidin-4-yl)amino)propyl)-1,4-oxazepan-5-one